OC1(CC(C1)C(=O)N1CC2(C1)C[C@@H](CC2)C2=CC=1N(C=C2)N=CC1)C |r| (rac)-((1s,3s)-3-Hydroxy-3-methylcyclobutyl)(6-(pyrazolo[1,5-a]pyridin-5-yl)-2-azaspiro[3.4]octan-2-yl)methanon